ClC1=CC=C(C=C1)C(CP(=O)(C1=CC=C(C=C1)C)C1=CC=C(C=C1)C)=O 1-(4-Chlorophenyl)-2-(di-p-tolylphosphoryl)ethane-1-one